C(C)(C)(C)[Si](C)(C)OC(CC#C)CC#C Tert-butyl-(hept-1,6-diyne-4-yloxy)dimethylsilane